N1C=CC2=CC=C(C=C12)NC(NC=1C=CC2=C(OCC(N2CC2=CC=CC=C2)C(=O)N)C1)=O 7-(3-(1H-indol-6-yl)ureido)-4-benzyl-3,4-dihydro-2H-benzo[b][1,4]oxazine-3-carboxamide